N-[1-(aminooxymethyl)-2-(2,4-dichlorophenyl)ethyl]-5-(3-cyclopropylphenoxy)-3-methyl-pyridazine-4-carboxamide NOCC(CC1=C(C=C(C=C1)Cl)Cl)NC(=O)C1=C(N=NC=C1OC1=CC(=CC=C1)C1CC1)C